di(4-tert-butylphenyl)phosphoric acid C(C)(C)(C)C1=CC=C(C=C1)OP(OC1=CC=C(C=C1)C(C)(C)C)(O)=O